terpyridyl nickel (II) [Ni+2].N1=C(C=CC=C1)C1=NC=CC=C1C1=NC=CC=C1